4-(1-cyano-cyclobutylamino)-2-fluoro-N-trifluoromethylbenzamide C(#N)C1(CCC1)NC1=CC(=C(C(=O)NC(F)(F)F)C=C1)F